ClC1=C(CN2CCN(CCC2)C(=O)N[C@H]2CN(CC2)C#N)C(=CC=C1)F (R)-4-(2-chloro-6-fluorobenzyl)-N-(1-cyanopyrrolidin-3-yl)-1,4-diazepane-1-carboxamide